ClC=1C=C2NC=3C=C(C=CC3C(C2=C(C1)Cl)(C)C)O 6,8-dichloro-9,9-dimethyl-9,10-dihydroacridin-3-ol